[NH4+].P(=O)(OCCN(CC1=CC=C(C=C1)OC)C(CCCCC1=CC(=CC=C1)OCCC1=CC=C(C=C1)C1=CC=CC=C1)=O)(O)O 2-[(5-{3-[2-(Biphenyl-4-yl)ethoxy]phenyl}pentanoyl) (4-methoxybenzyl)amino]ethyl dihydrogen phosphate ammonium salt